FC1=C2C=C(NC2=CC=C1)C(=O)N([C@H](C)C1=CNC(C2=CC=CC=C12)=O)C (R)-4-Fluoro-N-methyl-N-(1-(1-oxo-1,2-dihydroisoquinolin-4-yl)ethyl)-1H-indole-2-carboxamide